ClC1=NC2=CC=C(C=C2C=C1N1CCN(CC1)C(=O)OC(C)(C)C)C tert-butyl 4-(2-chloro-6-methyl-3-quinolyl)piperazine-1-carboxylate